BrC1=C(C=C(C=C1)[N+](=O)[O-])NC1=NC(=NC=C1)Cl N-(2-bromo-5-nitrophenyl)-2-chloropyrimidin-4-amine